Potassium 2,4,6-triisopropylbenzenesulfinate C(C)(C)C1=C(C(=CC(=C1)C(C)C)C(C)C)S(=O)[O-].[K+]